Ethyl 2-methylcycloprop-2-ene-1-carboxylate CC=1C(C1)C(=O)OCC